ethyl (6S)-6-[4-fluoro-4-[5-fluoro-3-(1-methylpyrazol-4-yl)-2-pyridyl]-1-piperidyl]-2-azaspiro[3.4]octane-2-carboxylate FC1(CCN(CC1)[C@@H]1CC2(CN(C2)C(=O)OCC)CC1)C1=NC=C(C=C1C=1C=NN(C1)C)F